O=C(C(CC1=CC=CC=C1)N1C(C2=CC=CC=C2C1=O)=O)N1C(CC=CC1)C=1C=NC2=CC=CC=C2C1 2-(1-oxo-3-phenyl-1-(2-(quinolin-3-yl)-3,6-dihydropyridin-1(2H)-yl)propan-2-yl)isoindoline-1,3-dione